7-methyl-3-(methylthio)-1H-indole-6-carboxylic acid methyl ester COC(=O)C1=CC=C2C(=CNC2=C1C)SC